6-(phenylthio)-1H-benzoimidazole C1(=CC=CC=C1)SC=1C=CC2=C(NC=N2)C1